acrylamido-2-methylpropane-1-sulfonic acid C(C=C)(=O)NC(C(C)C)S(=O)(=O)O